Cl.ClC1=NSC2=C1C=CC=C2 3-chloro-1,2-benzisothiazole hydrochloride